FC([C@H]1[C@@H](C1)NC(C1=CN=CC(=C1N1C[C@]2(CCCN2)CC1)C1=CC(=CC(=C1)F)F)=O)F N-[(1R,2R)-2-(difluoromethyl)cyclopropyl]-4-{(S)-1,7-diaza-7-spiro[4.4]nonyl}-5-(3,5-difluorophenyl)nicotinamide